10-fluoro-9-(4-methylpiperidin-1-yl)pyrido[2,3-b]phenazine-5,12-dione FC=1C(=CC=C2N=C3C(C4=C(C(C3=NC12)=O)N=CC=C4)=O)N4CCC(CC4)C